C1C[C@@H]([C@@H](C1)O)N.Cl cis-(1R,2S)-2-Aminocyclopentanol hydrochloride